C(C)(C)(C)C=1C(=C(C=C(C1)CCC(=O)OCC(CCCC)CC)N1N=C2C(=N1)C=CC=C2)O 2-(3'-tert-butyl-5'-[2-(2-ethylhexyloxy)-carbonylethyl]-2'-hydroxyphenyl)-benzotriazole